C(C)(=O)[O-].C(C)(=O)[O-].[Na+].[Na+].C(CCCCCCC\C=C/CCCCCCCC)(=O)N oleamide disodium diacetate